C(#N)CCNC1CCN(CC1)C(=O)OCC1=CC=CC=C1 Benzyl 4-((2-Cyanoethyl)amino)piperidine-1-carboxylate